CN1N=C(C=C1)NC(CCCC=1N=C(N(C1)C1=CC=CC=C1)C1=C(C(=O)N)C=CC=C1C=1C=NN(C1)C)=O (4-(4-((1-methyl-1H-pyrazol-3-yl)amino)-4-oxobutyl)-1-phenyl-1H-imidazol-2-yl)-3-(1-methyl-1H-pyrazol-4-yl)benzamide